C(CCC=CCCC(=O)[O-])(=O)[O-] oct-4-enedioate